C1(CC1)C(=O)OCC(C)(C)OC(C)C1=CC(CC1)(C)C 2-[1-(3,3-dimethyl-1-cyclopenten-1-yl) ethoxy]-2-methylpropyl cyclopropanecarboxylate